(S)-2-amino-N-(1-(5-((1-cyclopropyl-1H-pyrazol-4-yl)ethynyl)-4-oxo-3-phenyl-3,4-dihydro-quinazolin-2-yl)ethyl)pyrazolo[1,5-a]pyrimidine-3-carboxamide NC1=NN2C(N=CC=C2)=C1C(=O)N[C@@H](C)C1=NC2=CC=CC(=C2C(N1C1=CC=CC=C1)=O)C#CC=1C=NN(C1)C1CC1